N-(4-((2-(2-oxabicyclo[2.1.1]hexan-4-yl)-6-methylpyrimidin-4-yl)amino)-5-(6-methoxypyrimidin-4-yl)pyridin-2-yl)acetamide C12OCC(C1)(C2)C2=NC(=CC(=N2)NC2=CC(=NC=C2C2=NC=NC(=C2)OC)NC(C)=O)C